3-(cyclopropylmethoxy)-4-(2-(dimethylamino)ethylsulfonyloxy)benzoic acid C1(CC1)COC=1C=C(C(=O)O)C=CC1OS(=O)(=O)CCN(C)C